C(=O)(O)C=1C(=C(C=CC1O)C1=CC=C(C=C1)O)C(=O)O dicarboxyl-4,4'-dihydroxybiphenyl